OC=1C=CC=C2CCC(NC12)=O 8-hydroxy-3,4-dihydro-2-quinolinone